3-(5-((4-(4-((3-benzyl-9-methyl-4H,6H-thieno[2,3-e][1,2,4]triazolo[3,4-c][1,4]oxazepin-2-yl)ethynyl)-1H-pyrazol-1-yl)butyl)amino)-2-methyl-4-oxoquinazolin-3(4H)-yl)piperidine-2,6-dione C(C1=CC=CC=C1)C1=C(SC=2N3C(COCC21)=NN=C3C)C#CC=3C=NN(C3)CCCCNC3=C2C(N(C(=NC2=CC=C3)C)C3C(NC(CC3)=O)=O)=O